C(COCCN1C(C2=CC=CC=3C2=C(C1=O)C=CC3NCCOCCOCCN)=O)OCCN3C(C1=CC=CC=2C1=C(C3=O)C=CC2NCCOCCOCCN)=O 2,2'-((ethane-1,2-diylbis(oxy))bis(ethane-2,1-diyl))bis(6-((2-(2-(2-aminoethoxy)ethoxy)ethyl)amino)-1H-benzo[de]isoquinoline-1,3(2H)-dione)